ClC1=C(C=C(C=C1)NC(NC1CCC=2NC3=CC(=CC=C3C2C1)C(=O)N[C@@H](C)C(=O)O)=O)C(F)(F)F (3-(3-(4-chloro-3-trifluoromethylphenyl)ureido)-2,3,4,9-tetrahydro-1H-carbazole-7-carbonyl)alanine